(3S)-3-[(2S)-2-amino-4-fluoro-3-oxo-butyl]pyrrolidin-2-one hydrochloride Cl.N[C@@H](C[C@H]1C(NCC1)=O)C(CF)=O